CN1C(=NC(=C1)S(=O)(=O)C1C(C(C12CCNCC2)O)C2N1C(C=3C=CC=CC23)=CN=C1)C 1,2-dimethylimidazol-4-ylsulfonyl-2-(5H-imidazo[1,5-b]isoindol-5-yl)-7-azaspiro[3.5]nonan-3-ol